1-(6,7-dihydro-5H-benzo[6,7]cyclohepta[1,2-c]pyridazin-3-yl)-N5-(6-(4-(pyrrolidin-1-yl)piperidin-1-yl)-5-methylpyridin-3-yl)-1H-1,2,4-triazole-3,5-diamine N1=NC(=CC2=C1C1=C(CCC2)C=CC=C1)N1N=C(N=C1NC=1C=NC(=C(C1)C)N1CCC(CC1)N1CCCC1)N